Myristamidopropyl-Dimethylamine Phosphate P(=O)(O)(O)O.C(CCCCCCCCCCCCC)(=O)NCCCN(C)C